5-[3-(3-bromophenylamino)-2-hydroxypropyl]-1,3,4-oxadiazol-2(3H)-one BrC=1C=C(C=CC1)NCC(CC1=NNC(O1)=O)O